C(C)(C)(C)OC(=O)C1=CC=C(C=C1)C=1C=NN2C1C=CC(=C2)C=2OC1=C(CN(CC1)C(=O)OC(C)(C)C)N2 tert-butyl 2-(3-(4-(tert-butoxycarbonyl) phenyl) pyrazolo[1,5-a]pyridin-6-yl)-6,7-dihydro-oxazolo[4,5-c]pyridine-5(4H)-carboxylate